(E)-2-(((7-bromo-2-butylbenzo[d]thiazol-6-yl)oxy)methyl)-3-fluoroprop-2-en-1-amine BrC1=C(C=CC=2N=C(SC21)CCCC)OC\C(\CN)=C\F